[C@H](C)(CC)[C@@H]1N(C(C2=C(NC1=O)C=CC=C2)(C)C)C(=O)N (S)-3-((S)-sec-Butyl)-5,5-dimethyl-2-oxo-1,2,3,5-tetrahydro-4H-benzo[e][1,4]diazepine-4-carboxamide